bis(2,4-di-tert-butyl-6-methylphenyl) ethyl phosphate P(=O)(OC1=C(C=C(C=C1C)C(C)(C)C)C(C)(C)C)(OC1=C(C=C(C=C1C)C(C)(C)C)C(C)(C)C)OCC